CC1C(NCC(N1)(C)C)=O 3,5,5-trimethylpiperazin-2-one